N-(5-bromo-2-methyl-1,2,4-triazol-3-yl)-4-chloro-1-tetrahydropyran-2-yl-indazol-5-amine BrC=1N=C(N(N1)C)NC=1C(=C2C=NN(C2=CC1)C1OCCCC1)Cl